FC1=C(C(=CC=C1)F)[C@H]1CC=NO1 (5R)-5-(2,6-Difluorophenyl)-4,5-dihydro-1,2-oxazol